OC1=C(C=C(C=C1CC=C)C)N1N=C2C(=N1)C=CC=C2 2-(2-hydroxy-3-allyl-5-methylphenyl)-2H-benzotriazole